FC(CC1CN(CCO1)C(=O)N)(F)F 2-(2,2,2-trifluoroethyl)morpholine-4-carboxamide